COC(C(C)(C)N1N=C(C(=C1)C(N(C)C)=O)S(N(CC1=CC=C(C=C1)OC)CC1=CC=C(C=C1)OC)(=O)=O)=O 2-(3-(N,N-bis(4-methoxybenzyl)sulfamoyl)-4-(dimethylcarbamoyl)-1H-pyrazol-1-yl)-2-methylpropionic acid methyl ester